tert-butyl 2-({[tert-butyl (dimethyl) silyl] oxy} methyl)-3-hydroxypiperidine-1-carboxylate [Si](C)(C)(C(C)(C)C)OCC1N(CCCC1O)C(=O)OC(C)(C)C